4-chloro-N-[(1S)-2-[[(1S)-1-cyano-2-[(3S)-2-oxo-3-piperidyl]ethyl]amino]-1-(cyclopropylmethyl)-2-oxo-ethyl]-1H-indole-2-carboxamide ClC1=C2C=C(NC2=CC=C1)C(=O)N[C@H](C(=O)N[C@@H](C[C@H]1C(NCCC1)=O)C#N)CC1CC1